FC1=C(C(=CC=C1)[N+](=O)[O-])CN1N=C(C=C1C1=CC(=CC=C1)OC)C(=O)OC Methyl 1-[(2-fluoro-6-nitrophenyl)methyl]-5-(3-methoxyphenyl)-1H-pyrazole-3-carboxylate